F[C@@H]1C[C@@]2(CCCN2C1)COC1=NC2=CC(=C(C=C2C(=N1)N1C2(CC2)CNCC1)F)C=1C=C(C=C(C1C1CC1)Cl)O 3-(2-{[(2R,7aS)-2-fluoro-hexahydro-1H-pyrrolizin-7a-yl]methoxy}-4-{4,7-diazaspiro[2.5]octan-4-yl}-6-fluoroquinazolin-7-yl)-5-chloro-4-cyclopropylphenol